3-amino-6-chloro-5-(4-fluorophenyl)-N-(2-methoxybenzyl)pyrazine-2-carboxamide NC=1C(=NC(=C(N1)C1=CC=C(C=C1)F)Cl)C(=O)NCC1=C(C=CC=C1)OC